(R)-7-(3-(2-(5H-Pyrrolo[2,3-b]pyrazin-7-yl-2-d)thiazol-4-yl)phenyl)-6,7-dihydro-5H-pyrrolo[1,2-a]imidazol-7-ol N1=C2C(=NC=C1[2H])NC=C2C=2SC=C(N2)C=2C=C(C=CC2)[C@@]2(CCN1C2=NC=C1)O